3-[[5-[[rac-(1S)-1-(tert-butoxymethyl)-2-methoxy-2-oxo-ethyl]carbamoyl]-2-pyridyl]oxy]benzoic acid C(C)(C)(C)OC[C@@H](C(=O)OC)NC(=O)C=1C=CC(=NC1)OC=1C=C(C(=O)O)C=CC1 |r|